4-(4-cyclopropyl-1H-imidazol-1-yl)benzo[b]thiophene-2-carbonyl chloride C1(CC1)C=1N=CN(C1)C1=CC=CC=2SC(=CC21)C(=O)Cl